FC[C@H](CO)OC([C@H](CC(C)C)N(C)C(=O)OC(C)(C)C)=O (2S)-1-fluoro-3-hydroxypropan-2-yl-(2S)-2-[[(tert-butoxy) carbonyl] (methyl) amino]-4-methylpentanoate